C[N+]1(CC=C(C=C1)N)C N,N-dimethyl-4-aminopyridinium